C1(CC1)C1=NNC(=C1)C1CC2(CN(C2)C(=O)N2CC3(C2)CC(C3)CN3N=C(N=C3)C3(CC3)C(F)(F)F)C1 [6-(3-cyclopropyl-1H-pyrazol-5-yl)-2-azaspiro[3.3]heptan-2-yl]-[6-[[3-[1-(trifluoromethyl)cyclopropyl]-1,2,4-triazol-1-yl]methyl]-2-azaspiro[3.3]heptan-2-yl]methanone